C(C)OC(\C=C\OC1=CC2=C(N(CC(CS2(=O)=O)(CCCC)CCCC)C2=CC=C(C=C2)NC(C(C)(C)C)=O)C=C1SC)=O (E)-3-((3,3-dibutyl-7-(methylthio)-1,1-dioxo-5-(4-pivaloylaminophenyl)-2,3,4,5-tetrahydro-1,5-benzothiazepin-8-yl)oxy)acrylic acid ethyl ester